1-TERT-BUTYL-4-(ETHOXYCARBONYL)-1H-PYRAZOL-5-YLBORONIC ACID C(C)(C)(C)N1N=CC(=C1B(O)O)C(=O)OCC